FC([C@@H](NC)C1=C(C=C(C=C1)C(F)(F)F)F)F (1S)-2,2-difluoro-1-[2-fluoro-4-(trifluoromethyl)phenyl]-N-methyl-ethanamine